CC(CS(=O)(=O)N1CCC2(C(C2)CNC(=O)N2CC=3C=NC=CC3C2)CC1)(C)C N-[[6-(2,2-dimethylpropylsulfonyl)-6-azaspiro[2.5]octan-2-yl]methyl]-1,3-dihydropyrrolo[3,4-c]pyridine-2-carboxamide